C(CCCCCCC\C=C/CCCCCCCC)OCCN(CCCO)CCCCCCCC\C=C/C\C=C/CCCCC 3-((2-(((Z)-Octadec-9-en-1-yl)oxy)ethyl)((9Z,12Z)-octadeca-9,12-dien-1-yl)amino)propan-1-ol